C1(=CC=CC=C1)[S+](C1=CC=CC=C1)C1=CC=CC=C1.FC(C(C(C(F)(F)F)(F)F)(F)F)(S(=O)(=O)[O-])F perfluoro-butylsulfonic acid triphenylsulfonium salt